C(C)(C)(C)OC(=O)C=1NC(=C(C1C)C(=O)O)CCCO 5-(3-hydroxy-propyl)-3-methyl-1H-pyrrole-2,4-dicarboxylic acid-2-tert-butyl ester